biphenyltrisbenzoyl chloride C=1(C(=C(C(=CC1)C1=CC=CC=C1C(=O)Cl)C1=CC=CC=C1C(=O)Cl)C1=CC=CC=C1C(=O)Cl)C1=CC=CC=C1